C(N)(=O)C(CN1C(C=2C=CC3=C(C2C1)C=C(C=C3)C3=CC=C(C=N3)C(=O)NC)=O)=C 6-[2-(2-carbamoyl-2-methylideneethyl)-3-oxo-1H,2H,3H-benzo[e]isoindol-8-yl]-N-methylpyridine-3-carboxamide